3-(3-((tert-butyldimethylsilyl)oxy)propoxy)-1-(2-methyltetrahydro-2H-pyran-4-yl)-4-nitro-1H-pyrazole [Si](C)(C)(C(C)(C)C)OCCCOC1=NN(C=C1[N+](=O)[O-])C1CC(OCC1)C